C(CCCCCC(C)C)C1(C(CCCC1)(C(=O)O)CCCCCCC(C)C)C(=O)O.C1(CCCCC1)(C(=O)O)C(=O)O cyclohexanedicarboxylic acid (diisononyl cyclohexane-1,2-dicarboxylate)